N-Methyl-1-(4,5,6,7-tetrahydrothieno[3,2-b]pyridin-7-yl)methanamine CNCC1C2=C(NCC1)C=CS2